BrC=1C=NC=CC1C(C)C 3-bromo-4-(propan-2-yl)pyridine